COC1=C(C#N)C=CC=C1C1CCN2N1C=1C=C(C=CC1C2=O)C=2C=NC(=NC2)N2CCOCC2 2-methoxy-3-(6-(2-morpholinopyrimidin-5-yl)-9-oxo-1,2,3,9-tetrahydropyrazolo[1,2-a]indazol-3-yl)benzonitrile